BrC=1C=2C(C=3C(=NC(=NC3C1)C)N1C[C@H]3CC[C@@H](C1)N3C(=O)OC(C)(C)C)=CN(N2)C tert-butyl (1R,5S)-3-(4-bromo-2,7-dimethyl-2H-pyrazolo[4,3-f]quinazolin-9-yl)-3,8-diazabicyclo[3.2.1]octane-8-carboxylate